(rac)-3,21-difluoro-14-methyl-10-[(methylsulfanyl)methyl]-13,19-dioxa-5,7,25-triazatetracyclo[18.3.1.12,6.18,12]hexacosa-1(24),2(26),3,5,8(25),9,11,20,22-nonaene FC=1C=2C=3C=CC(=C(OCCCC[C@H](OC4=CC(=CC(NC(=NC1)C2)=N4)CSC)C)C3)F |r|